[C@H]12CC(C[C@H](CC1)N2)OC2=CC=C(N=N2)C2=C(C=C(C=C2)C=2C(=NNC2)C)O 2-(6-(((1r,3s,5s)-8-azabicyclo[3.2.1]oct-3-yl)oxy)pyridazin-3-yl)-5-(3-methyl-1H-pyrazol-4-yl)phenol